(S)-3-hydroxy-7-isopropyl-3-methylbenzofuran-2(3H)-one O[C@@]1(C(OC2=C1C=CC=C2C(C)C)=O)C